C1(CC1)C(=O)N1[C@H]([C@H]([C@H](C1)F)NS(=O)(=O)C1CC1)CC=1C(=C(C=CC1)C1=C(C(=CC=C1)F)F)F N-{(2S,3R,4S)-1-(cyclopropanecarbonyl)-4-fluoro-2-[(2,2',3'-trifluoro[1,1'-biphenyl]-3-yl)methyl]pyrrolidin-3-yl}cyclopropane-sulfonamide